OC(C(=O)NC=1C=C2C=CN=CC2=CC1)(C)C 2-hydroxy-N-(isoquinoline-6-yl)-2-methylpropionamide